(1E,3E-4-(6-(methylamino)pyridine-3-yl)buta-1,3-dienyl)benz[d]thiazole-6-ol CNC1=CC=C(C=N1)/C=C/C=C/C=1SC2=C(N1)C=CC(=C2)O